5-Amino-1-isopropyl-3-[4-[2-oxo-2-[[5-[1-(trifluoromethyl)cyclopropyl]isoxazol-3-yl]amino]ethyl]phenyl]pyrazole-4-carboxamide NC1=C(C(=NN1C(C)C)C1=CC=C(C=C1)CC(NC1=NOC(=C1)C1(CC1)C(F)(F)F)=O)C(=O)N